(3,4,5-trimethoxyphenyl)pyrazolo[1,5-a]pyrimidine-6-carboxylic acid COC=1C=C(C=C(C1OC)OC)C1=NN2C(N=CC(=C2)C(=O)O)=C1